7-((E)-4-Fluorostyryl)-4-aza-7,9-dideazaadenosine FC1=CC=C(/C=C/C=2C=C([C@H]3[C@H](O)[C@H](O)[C@@H](CO)O3)N3N=CN=C(C23)N)C=C1